2-cyclopropyl-1,3-thiazole-5-carboxylic acid C1(CC1)C=1SC(=CN1)C(=O)O